(R)-5-chloro-N4-(2-(ethylsulfonyl)phenyl)-N2-(pyrrolidin-3-yl)pyrimidine-2,4-diamine ClC=1C(=NC(=NC1)N[C@H]1CNCC1)NC1=C(C=CC=C1)S(=O)(=O)CC